6-chloro-3-((1-(2-cyano-3-(6,6-difluoro-3-azabicyclo[3.1.0]hexan-3-yl)-7-methylquinoxalin-5-yl)ethyl)amino)picolinic acid ClC1=CC=C(C(=N1)C(=O)O)NC(C)C1=C2N=C(C(=NC2=CC(=C1)C)C#N)N1CC2C(C2C1)(F)F